C(C1=CC=CC=C1)N1CCC(CC1)NC(CC1=NN=C2N1N=C(C=C2)N2CCN(CC2)C)=O N-(1-benzylpiperidin-4-yl)-2-(6-(4-methylpiperazin-1-yl)-[1,2,4]triazolo[4,3-b]pyridazin-3-yl)acetamide